Vinylcaproat C(=C)OC(CCCCC)=O